CC1CCCC2=C1SC(=C2C(=O)OCC)NC(=S)SC Ethyl 7-methyl-2-(((methylthio)carbonothioyl)amino)-4,5,6,7-tetrahydrobenzo[b]thiophene-3-carboxylate